N1N=CC2=C(C=CC=C12)SC=1C(N(C(=NC1)N1CCC2(CCC[C@H]2N)CC1)C)=O (R)-5-((1H-indazole-4-yl)thio)-2-(1-amino-8-azaspiro[4.5]decan-8-yl)-3-methylpyrimidin-4(3H)-one